(E)-2(1H)-quinolinone N1C(C=CC2=CC=CC=C12)=O